1-cyclopropyl-6-(4-(3-fluoropyrrolidin-1-yl)pyrrolo[2,1-f][1,2,4]triazin-5-yl)-2-methyl-1H-imidazo[4,5-b]pyridine C1(CC1)N1C(=NC2=NC=C(C=C21)C=2C=CN1N=CN=C(C12)N1CC(CC1)F)C